NC1CC2(CC(C2)C2N(CC(CC2)C)C(C(=O)NC=2C=C(C(=NC2)NC(OC(C)(C)C)=O)C)=O)C1 tert-butyl (5-(2-(2-(6-aminospiro[3.3]heptan-2-yl)-5-methylpiperidin-1-yl)-2-oxoacetamido)-3-methylpyridin-2-yl)carbamate